tert-butyl (7aR)-5-chloro-4-(2-fluoro-6-hydroxyphenyl)-1-methyl-1,7a,8,10,11,13-hexahydropyrazino[2',1':3,4][1,4]oxazepino[7,6-g]indazole-9(7H)-carboxylate ClC=1C(=C2C=NN(C2=C2C1OC[C@@H]1N(C2)CCN(C1)C(=O)OC(C)(C)C)C)C1=C(C=CC=C1O)F